Butenoic Acid C(C=CC)(=O)O